((1s,4s)-4-((2-Chloro-5-((1-(2,2-difluorocyclopropyl)-1H-pyrazol-4-yl)ethynyl)pyridin-4-yl)amino)cyclohexyl)methanol ClC1=NC=C(C(=C1)NC1CCC(CC1)CO)C#CC=1C=NN(C1)[C@@H]1C(C1)(F)F